1-(2-(6-((6-methoxy-2-methyl-1,2,3,4-tetrahydroisoquinolin-7-yl)amino)-1H-pyrazolo[3,4-d]pyrimidin-1-yl)-7-azaspiro[3.5]nonan-7-yl)ethan-1-one COC=1C=C2CCN(CC2=CC1NC1=NC=C2C(=N1)N(N=C2)C2CC1(C2)CCN(CC1)C(C)=O)C